5-(Azetidin-3-yl)-N-ethyl-N-(2,2,2-trifluoro-1-(4-fluorophenyl)ethyl)thiophene-2-sulfonamide N1CC(C1)C1=CC=C(S1)S(=O)(=O)N(C(C(F)(F)F)C1=CC=C(C=C1)F)CC